2-bromo-5-methylspiro[6H-thieno[3,2-c]pyridine-7,1'-cyclopropane]-4-one BrC1=CC=2C(N(CC3(CC3)C2S1)C)=O